hexylaminocarbonyloxycholesterol C(CCCCC)NC(=O)OCC(C)CCC[C@@H](C)[C@H]1CC[C@H]2[C@@H]3CC=C4C[C@@H](O)CC[C@]4(C)[C@H]3CC[C@]12C